N-(3-amino-4-methylphenyl)-2,3-dihydro-1,4-benzodioxine-6-carboxamide NC=1C=C(C=CC1C)NC(=O)C1=CC2=C(OCCO2)C=C1